N-(2',4',5'-trifluorobiphenyl-2-yl)-5-chloro-1-methyl-3-triFluoromethylpyrazol-4-ylcarboxamide FC1=C(C=C(C(=C1)F)F)C1=C(C=CC=C1)NC(=O)C=1C(=NN(C1Cl)C)C(F)(F)F